FC(C1=CC=C(C=C1)S(=O)(=O)NC(=O)C1=CC(=NN1)C1=CC(=C(C(=C1)OC)OC)OC)(F)F N-((4-(trifluoromethyl)phenyl)sulfonyl)-3-(3,4,5-trimethoxyphenyl)-1H-pyrazole-5-carboxamide